C(C)[Si](O[C@@H](C)[C@@H]1[C@@H]2CC[C@H](CN1C(=O)OCC1=CC=CC=C1)N2C(=O)OC(C)(C)C)(CC)CC 3-benzyl 8-(tert-butyl) (1S,2S,5R)-2-((S)-1-((triethylsilyl)oxy)ethyl)-3,8-diazabicyclo[3.2.1]octane-3,8-dicarboxylate